ClC1=C(C=NC(=C1B1OC(C(O1)(C)C)(C)C)C)N=C(C1=CC=CC=C1)C1=CC=CC=C1 N-[4-chloro-6-methyl-5-(4,4,5,5-tetramethyl-1,3,2-dioxaborolan-2-yl)-3-pyridyl]-1,1-diphenyl-methanimine